1-methyl-4-(trifluoromethyl)-1H-imidazo[4,5-c]quinoline CN1C=NC=2C(=NC=3C=CC=CC3C21)C(F)(F)F